2-bromo-N-[5-(2,4,5-trifluorophenoxy)pyrazin-2-yl]propanamide BrC(C(=O)NC1=NC=C(N=C1)OC1=C(C=C(C(=C1)F)F)F)C